ClC1=CC=C(C(=N1)N1CC2(CCO2)C1)N[C@H](C)C=1C=C(C=C2C(C(=C(OC12)C=1C=NC=CC1)C)=O)C 8-[(1R)-1-[[6-Chloro-2-(1-oxa-6-azaspiro[3.3]heptan-6-yl)-3-pyridyl]amino]ethyl]-3,6-dimethyl-2-(3-pyridyl)chromen-4-one